[N+](=O)([O-])C=1C=CC2=C(N(C=N2)CC2=NC=CN=C2)C1 6-nitro-1-(pyrazin-2-ylmethyl)benzo[d]imidazole